7-(Cyclopropylmethyl)-3-ethyl-5-iodo-3,7-dihydro-4H-pyrrolo[2,3-d]pyrimidin-4-one C1(CC1)CN1C=C(C2=C1N=CN(C2=O)CC)I